C(C)(=O)OC=1C(=NC=CC1OC)C(N[C@@H](C)C1=NOC(=N1)C1C(C1C1=CC=C(C=C1)F)C1=CC=C(C=C1)F)=O 2-(((1S)-1-(5-(2,3-bis(4-fluorophenyl)cyclopropyl)-1,2,4-oxadiazol-3-yl)ethyl)carbamoyl)-4-methoxypyridin-3-yl acetate